(hexyl)carboxylic acid C(CCCCC)C(=O)O